3,6-dichloro-N-(1-hydroxy-1,3-dihydro-2,1-benzoxaborol-6-yl)pyridazine ClC=1NN(C(=CC1)Cl)C1=CC2=C(COB2O)C=C1